C1(=CC=CC=C1)[C@H]1C[C@@H](NC1)C(=O)N[C@H](C(=O)NCC=1C=CC(=NC1)C(=O)N)C 5-(((S)-2-((2R,4R)-4-phenylpyrrolidine-2-carboxamido)propanamido)methyl)pyridinecarboxamide